FC(OC1=NC(=CC=C1NC(=O)C1(CN(C1)C(CC1(CCC1)C(=O)O)=O)C1=C(C=CC=C1)C(C)C)C)F (2-(3-((2-(difluoromethoxy)-6-methylpyridin-3-yl)carbamoyl)-3-(2-isopropylphenyl)azetidin-1-yl)-2-oxoethyl)cyclobutane-1-carboxylic acid